OCCOCCOCCOC1=CC=C(C=C1)N1C(N(C(C1(C)C)=O)C1=CC(=C(C#N)C=C1)C(F)(F)F)=S 4-[3-(4-{2-[2-(2-hydroxyethoxy)ethoxy]ethoxy}phenyl)-4,4-dimethyl-5-oxo-2-sulfanylideneimidazolidin-1-yl]-2-(trifluoromethyl)benzonitrile